C(C1=CC=CC=C1)OC1=NC(=CC=C1C1=NN(C2=C(C=CC=C12)N1CCC(CC1)CN1[C@H](CN(CC1)C(=O)OC(C)(C)C)C(F)(F)F)C)OCC1=CC=CC=C1 tert-butyl (R)-4-((1-(3-(2,6-bis(benzyloxy)pyridin-3-yl)-1-methyl-1H-indazol-7-yl)piperidin-4-yl)methyl)-3-(trifluoromethyl)piperazine-1-carboxylate